CN(S(=O)(=O)C)C1=C(C=CC(=C1)C(F)(F)F)NC1=C(C(=O)N)C=CC=N1 ((2-(N-Methylmethylsulfonamido)-4-(trifluoromethyl)phenyl)amino)nicotinamide